C(#N)N1C2CC(CC1CC2)C(=O)OC methyl 8-cyano-8-azabicyclo[3.2.1]octane-3-carboxylate